pantothenic acid-hemicalcium salt [Ca+2].C(CCNC([C@H](O)C(C)(C)CO)=O)(=O)[O-].C(CCNC([C@H](O)C(C)(C)CO)=O)(=O)[O-].C(CCNC([C@H](O)C(C)(C)CO)=O)(=O)[O-].C(CCNC([C@H](O)C(C)(C)CO)=O)(=O)[O-]